FC=1C=C(C=C(C1)C)NC(OC1=CC=CC=C1)=O phenyl (3-fluoro-5-methylphenyl)carbamate